(N-(furan-2-ylmethyl))cyclopropanecarboxamide O1C(=CC=C1)CNC(=O)C1CC1